C(C)(C)(C)OC(=O)C1=CC(=NC(=C1)C=1N=NN(C1)C1=CC(=C(C(=O)O)C=C1)O)C=1N=NN(C1)C1=CC(=C(C(=O)O)C=C1)O 4,4'-((4-(tert-butoxycarbonyl)pyridine-2,6-diyl)bis(1H-1,2,3-triazole-4,1-diyl))bis(2-hydroxybenzoic acid)